(R)-4-((5-aminopyrimidin-2-yl)amino)-2-fluoro-N-(8-methylisoquinolin-1-yl)-N-(piperidin-3-yl)benzamide NC=1C=NC(=NC1)NC1=CC(=C(C(=O)N([C@H]2CNCCC2)C2=NC=CC3=CC=CC(=C23)C)C=C1)F